C(C(C)C)C1=CC(=C(C=N1)N1C(NC2=C(SC=3N=CC=C1C32)C(=O)N[C@H]3[C@H](CCC3)NC(/C=C/CNC(OC(C)(C)C)=O)=O)=O)C Tert-butyl ((E)-4-(((1S,2R)-2-(5-(6-isobutyl-4-methylpyridin-3-yl)-4-oxo-4,5-dihydro-3H-1-thia-3,5,8-triazaacenaphthylene-2-carboxamido)cyclopentyl)amino)-4-oxobut-2-en-1-yl)carbamate